CC1(CCN(CC1)C(=O)NC1=C(C=CC=C1)N1CCN(CC1)C(C)C)C1=NOC(=N1)C(C)C 4-methyl-4-[5-(propan-2-yl)-1,2,4-oxadiazol-3-yl]-N-{2-[4-(propan-2-yl)piperazin-1-yl]phenyl}piperidine-1-carboxamide